C(C=C)(=O)NC=1C=C(C=CC1)C1=C2N(N=C1)C(=C(N2)C2=CC=C(C=C2)OC2=CC=CC=C2)C(=O)N 7-(3-acrylamidophenyl)-2-(4-phenoxyphenyl)-1H-imidazo[1,2-b]pyrazole-3-carboxamide